NC=1C2=C(N=CN1)N(C(=C2C2=CC=C(C=C2)OC(F)(F)F)C#CC2CN(C2)[C@H]2[C@H](CN(CC2)C(C=C)=O)O)C 1-((3S,4R)-4-(3-((4-amino-7-methyl-5-(4-(trifluoromethoxy)phenyl)-7H-pyrrolo[2,3-d]pyrimidin-6-yl)ethynyl)azetidin-1-yl)-3-hydroxypiperidin-1-yl)prop-2-en-1-one